C(C)N1C2=CC=CC=C2C=2C=C(C=CC12)C1NCCC=2C3=CC=CC=C3NC12 1-(9-ethyl-9H-carbazol-3-yl)-1,2,3,4-tetrahydro-β-carboline